5-isopropyl-nicotinamide C(C)(C)C=1C=NC=C(C(=O)N)C1